COCCOCCOC1=C(C=CC=C1)C1=CC=C(C2=C1N=NS2)C2=C(C=CC=C2)OCCOCCOC 4,7-di[2-(2-(2-methoxyethoxy)ethoxy)phenyl]-benzothiadiazole